N-[2-(5-chloro-1,3-benzoxazol-2-yl)-2-azaspiro[3.3]heptan-6-yl]-2,2-dimethyl-propionamide ClC=1C=CC2=C(N=C(O2)N2CC3(C2)CC(C3)NC(C(C)(C)C)=O)C1